2-iodoethane ICC